C(C)(C)(C)C1=NN2C(C(=NC(=C2)Cl)Cl)=C1O Tert-butyl-4,6-dichloropyrazolo[1,5-a]pyrazin-3-ol